C(C1=CC=CC=C1)SCC=O 2-(benzylthio)acetaldehyde